6-(2-methyl-4-(4H-1,2,4-triazol-3-yl)phenyl)-3,4-dihydropyrazino[2,3-b]pyrazin-2(1H)-one CC1=C(C=CC(=C1)C1=NN=CN1)C=1N=C2C(=NC1)NC(CN2)=O